(R)-5-bromo-2-(3-(6-chloroquinolin-2-yloxy)pyrrolidin-1-yl)benzamide BrC=1C=CC(=C(C(=O)N)C1)N1C[C@@H](CC1)OC1=NC2=CC=C(C=C2C=C1)Cl